C(C)(=O)C=1C(=NC(=CC1)N1C=NC2=C1C=CC(=C2)NC=2N=NC(=CC2)C2NCCC2)N2N=C(C=C2C)C#N 1-[3-acetyl-6-[5-[(6-pyrrolidin-2-ylpyridazin-3-yl)amino]benzimidazol-1-yl]-2-pyridyl]-5-methyl-pyrazole-3-carbonitrile